3-acetyl-4-(fluoromethylene)-3-methylpiperidine-1-carboxylic acid tert-butyl ester C(C)(C)(C)OC(=O)N1CC(C(CC1)=CF)(C)C(C)=O